(R)-Tetrahydrofuran-3-yl (8-amino-6-(7-cyano-4-methyl-5,6,7,8-tetrahydro-1,5-naphthyridin-3-yl)-7-fluoroisoquinolin-3-yl)carbamate NC=1C(=C(C=C2C=C(N=CC12)NC(O[C@H]1COCC1)=O)C=1C=NC=2CC(CNC2C1C)C#N)F